C(C)(=O)O.C1=CC=CC=2C3=CC=CC=C3C(C12)COC(=O)N[C@H](C(=O)N[C@H](C(=O)OC(C)(C)C)CCCCN)CCCCNC(=O)OC(C)(C)C (S)-tert-butyl 2-((S)-2-((((9H-fluoren-9-yl)methoxy)carbonyl)amino)-6-((tert-butoxycarbonyl)amino)hexanamido)-6-aminohexanoate acetate